cyclohexenylnorbornene C1(=CCCCC1)C12C=CC(CC1)C2